FC1=C(C(=CC=2CC[C@H](CC12)NCC=1OC(=CC1)CO)O)N1CC(NS1(=O)=O)=O 5-[(7R)-1-fluoro-3-hydroxy-7-({[5-(hydroxymethyl)furan-2-yl]methyl}amino)-5,6,7,8-tetrahydronaphthalen-2-yl]-1λ6,2,5-thiadiazolidine-1,1,3-trione